boron N,N-diethyl-N-benzylanilinium tetrafluoride [F-].[F-].[F-].[F-].C(C)[N+](C1=CC=CC=C1)(CC1=CC=CC=C1)CC.[B+3]